4-oxo-benzo[d][1,2,3]triazine O=C1C2=C(N=NN1)C=CC=C2